methyl 2-[2-(2-{5'-fluoro-1'-methyl-[4,6'-biindazol]-1-yl}acetamido) acetamido]acetate FC=1C=C2C=NN(C2=CC1C=1C=2C=NN(C2C=CC1)CC(=O)NCC(=O)NCC(=O)OC)C